BrC1=CC=C(C=C1)C=1C2=C(C(=NC1Cl)OC)C1(C(O2)C(C(C1O)C(=O)N(CC)CC)C1=CC=CC=C1)O (4-bromophenyl)-3-chloro-N,N-diethyl-8,8a-dihydroxy-1-methoxy-6-phenyl-5a,7,8,8a-tetrahydro-6H-cyclopenta[4,5]furo[3,2-c]pyridine-7-carboxamide